3-trifluoromethyl-cinnamic acid FC(C=1C=C(C=CC(=O)O)C=CC1)(F)F